N1(CCC1)CC(=O)NC1=C(C=C(C=C1)NC=1N=CC2=C(N1)CN(CC2)C2=C(C1=C(OCCN1)N=C2)C)C 2-(azetidin-1-yl)-N-{2-methyl-4-[(7-{8-methyl-1H,2H,3H-pyrido[2,3-b][1,4]oxazin-7-yl}-5H,6H,7H,8H-pyrido[3,4-d]pyrimidin-2-yl)amino]phenyl}acetamide